N-(4-methoxyphenyl)-3-(2-pyridyl)-2-benzyl-4,5-diphenylpyrrole COC1=CC=C(C=C1)N1C(=C(C(=C1C1=CC=CC=C1)C1=CC=CC=C1)C1=NC=CC=C1)CC1=CC=CC=C1